Propyl diethylphosphinate C(C)P(OCCC)(=O)CC